C[C@@H]1N(CCC1)C1=CC=C(C=N1)CNC(OC(C)(C)C)=O tert-butyl (S)-((6-(2-methylpyrrolidin-1-yl)pyridin-3-yl)methyl)carbamate